FC1=C(CNC(=O)C=2SC(=NN2)CCCCC=2SC(=NN2)C(NCC2=NC=CC(=C2)C(F)(F)F)=O)C=C(C=C1)OC(F)(F)F N-(2-Fluoro-5-(trifluoromethoxy)benzyl)-5-(4-(5-(((4-(trifluoromethyl)pyridin-2-yl)methyl)carbamoyl)-1,3,4-thiadiazol-2-yl)butyl)-1,3,4-thiadiazole-2-carboxamide